(E)-N-(3-fluorobenzyl)-3-(2-(pyridin-2-yl)vinyl)-1H-indazol-5-amine FC=1C=C(CNC=2C=C3C(=NNC3=CC2)\C=C\C2=NC=CC=C2)C=CC1